1,2,4-thiadiazol-3-amine S1N=C(N=C1)N